F[C@H]1C[C@H](N(C1)C(CN1CCC(CC1)OC1=CC(=NC2=CC=CC=C12)C)=O)C#N (2S,4S)-4-fluoro-1-[2-[4-[(2-methyl-4-quinolyl)oxy]-1-piperidyl]acetyl]pyrrolidine-2-carbonitrile